C(C)(C)C1=C(C=CC=C1)C(C(=O)NSC(NC)=O)C1=NC=CC(=C1)C(F)(F)F 2-(2-isopropylphenyl)-N-(methylcarbamoylthio)-2-(4-(trifluoromethyl)pyridin-2-yl)acetamide